FC1(C[C@H]([C@@H](CC1)O)[C@@H]1N2C(C3=CC=CC=C13)=CN=C2)F (1R,2S)-4,4-Difluoro-2-((S)-5H-imidazo[5,1-a]isoindol-5-yl)cyclohexan-1-ol